5,6,7,8-tetrahydroquinoxaline-5-acetate N1=CC=NC=2C(CCCC12)CC(=O)[O-]